(4-bromo-2-fluorophenyl)dicyclohexyl-phosphine oxide BrC1=CC(=C(C=C1)P(C1CCCCC1)(C1CCCCC1)=O)F